N-[2-(4-benzyloxyphenyl)-1-[1-[(1R)-3-(hydroxyamino)-1-(1H-indol-3-ylmethyl)-3-oxo-propyl]triazol-4-yl]ethyl]-3,4-difluoro-benzamide C(C1=CC=CC=C1)OC1=CC=C(C=C1)CC(C=1N=NN(C1)[C@@H](CC(=O)NO)CC1=CNC2=CC=CC=C12)NC(C1=CC(=C(C=C1)F)F)=O